[N-](S(=O)(=O)C(F)(F)F)S(=O)(=O)C(F)(F)F.C(C)[N+](CCCCCCC)(CC)CC triethylheptylammonium bis(trifluoromethanesulfonyl)imide salt